6-(bis(4-methoxybenzyl)amino)-2-chloronicotinaldehyde COC1=CC=C(CN(C2=NC(=C(C=O)C=C2)Cl)CC2=CC=C(C=C2)OC)C=C1